8-(3,5-bis(trifluoromethyl)phenyl)naphthalen-1-ol tert-butyl-((1r,4r)-4-(((2-(4-isopropylpiperidin-1-yl)pyrimidin-5-yl)amino)methyl)cyclohexyl)carbamate C(C)(C)(C)N(C(=O)OC1=CC=CC2=CC=CC(=C12)C1=CC(=CC(=C1)C(F)(F)F)C(F)(F)F)C1CCC(CC1)CNC=1C=NC(=NC1)N1CCC(CC1)C(C)C